5-Fluoro-2,2-dimethyl-3-oxo-4a-phenyl-2,3,4,4a-tetrahydro-1H-pyrimido[1,2-a]quinoline-8-carbonitrile FC=1C2(N(C3=CC=C(C=C3C1)C#N)CC(C(N2)=O)(C)C)C2=CC=CC=C2